4-methylamino-1,2-benzoquinone CNC1=CC(C(C=C1)=O)=O